1-(3-((4-(4-chloro-3-methylphenyl)piperazin-1-yl)methyl)-4-(trifluoromethyl)phenyl)-4-methyl-1,4-diazepane ClC1=C(C=C(C=C1)N1CCN(CC1)CC=1C=C(C=CC1C(F)(F)F)N1CCN(CCC1)C)C